C1(=CC=CC=C1)NC1=NC=C(C=N1)C1=NNC(O1)=O 5-(2-(phenylamino)pyrimidin-5-yl)-1,3,4-oxadiazol-2(3H)-one